ClC1=CC=C(C=C1)C1NS(C2=C(N1)C=CC(=C2)C)(=O)=O 3-(4-chlorophenyl)-7-methyl-3,4-dihydro-2h-benzo[e][1,2,4]thiadiazine-1,1-dioxide